ClC=1C=C(C=CC1OC1COC1)C1=CC=C(C=C1)CN1C=CC2=C(C=CC(=C12)C(=O)NC1CC2(CCC2)C1)F (Ra)-6-(1-((3'-Chloro-4'-(oxetan-3-yloxy)-[1,1'-biphenyl]-4-yl)methyl)-4-fluoro-1H-indol-7-carboxamido)spiro[3.3]heptan